C(C)(C)(C)OC(=O)N1CCC(CC1)N1N=NC(=C1C)C=1C=C(C=2N(C1)N=CC2C#N)OC 4-[4-(3-Cyano-4-methoxy-pyrazolo[1,5-a]pyridin-6-yl)-5-methyl-triazol-1-yl]piperidine-1-carboxylic acid tert-butyl ester